(6,7-Dihydro-5H-[1]pyrindin-5-yl)-carbamic acid tert-butyl ester C(C)(C)(C)OC(NC1C=2C=CC=NC2CC1)=O